CN(CC(COCCCCCCCC\C=C/C\C=C/CCCCC)OC(CCC)O[C@@H]1CC2=CC[C@H]3[C@@H]4CC[C@H]([C@@H](CCCC(C)C)C)[C@]4(CC[C@@H]3[C@]2(CC1)C)C)C 3-dimethylamino-2-(cholest-5-en-3β-oxybutane-4-yloxy)-1-(cis,cis-9,12-octadecadienyloxy)propane